(R)- or (S)-(E)-4,4,4-trifluoro-N-((4-(4-(trifluoromethyl)phenyl)-4,5,6,7-tetrahydropyrazolo[1,5-a]pyrimidin-6-yl)methyl)but-2-enamide FC(/C=C/C(=O)NC[C@@H]1CN(C=2N(C1)N=CC2)C2=CC=C(C=C2)C(F)(F)F)(F)F |o1:8|